OCC=1C=C(C=CC1)[C@@H](CCCC=C)C1OCCCC1C(=O)N ((R)-1-(3-(hydroxymethyl)phenyl)hex-5-en-1-yl)tetrahydro-2H-pyran-3-carboxamide